(4-bromo-5-chloro-2-methoxyphenyl)-2-oxo-1,2-dihydroquinoline-6-sulfonic acid perfluorophenyl ester FC1=C(C(=C(C(=C1F)F)F)F)OS(=O)(=O)C=1C=C2C=CC(N(C2=CC1)C1=C(C=C(C(=C1)Cl)Br)OC)=O